C(C)(C)(C)C1=NC(=NO1)C(=O)NCC1=C(C=C(C=C1)C1=NC=NN2C1=CC(=C2)C2=CC=C(C=C2)CN2CC(OCC2)C2=CC=C(C=C2)NC2C(NC(CC2)=O)=O)C 5-(tert-butyl)-N-(4-(6-(4-((2-(4-((2,6-dioxopiperidin-3-yl)amino)phenyl)morpholino)methyl)phenyl)pyrrolo[2,1-f][1,2,4]triazin-4-yl)-2-methylbenzyl)-1,2,4-oxadiazole-3-carboxamide